C=1OC=C2C=C(C=CC12)C(=O)O isobenzofuran-5-carboxylic acid